C(C)(C)C1=CC=C(C=C1)CC(C=O)C 3-(4-isopropyl-phenyl)-2-methylpropanal